The molecule is a hydrate that is the pentahydrate form of manganese(II) sulfate. It has a role as a nutraceutical. It is a hydrate, a manganese molecular entity and a metal sulfate. It contains a manganese(II) sulfate. O.O.O.O.O.[O-]S(=O)(=O)[O-].[Mn+2]